3-(4-fluoro-1-oxo-5-(((2R,3S)-3-((1-(2,2,2-trifluoroethyl)piperidin-4-yl)amino)tetrahydro-2H-pyran-2-yl)methyl)isoindolin-2-yl)piperidine-2,6-dione FC1=C2CN(C(C2=CC=C1C[C@H]1OCCC[C@@H]1NC1CCN(CC1)CC(F)(F)F)=O)C1C(NC(CC1)=O)=O